9,9-didodecylfluorene-2,7-diboronic acid C(CCCCCCCCCCC)C1(C2=CC(=CC=C2C=2C=CC(=CC12)B(O)O)B(O)O)CCCCCCCCCCCC